C1(CC1)C=1C(=NON1)C(=O)N[C@H](C=1N=C2N(N=CC(=C2)C[C@H]2C(N[C@@](C2)(C(F)(F)F)C)=O)C1)C1CCC(CC1)(F)F |o1:21| 4-cyclopropyl-N-((S)-(4,4-difluorocyclohexyl)(7-(((3R*,5S)-5-methyl-2-oxo-5-(trifluoromethyl)pyrrolidin-3-yl)methyl)imidazo[1,2-b]pyridazin-2-yl)methyl)-1,2,5-oxadiazole-3-carboxamide